4-chloro-2-(3-chloro-2-methyl-phenyl)-4,5,6,7-tetrahydropyrazolo[1,5-a]pyridine ClC1C=2N(CCC1)N=C(C2)C2=C(C(=CC=C2)Cl)C